BrC=1C=C2C(=NC1)N(C=C2C(=O)OC)COCC[Si](C)(C)C methyl 5-bromo-1-((2-(trimethylsilyl) ethoxy) methyl)-1H-pyrrolo[2,3-b]pyridine-3-carboxylate